COC1=C(C=C2C=NN(C2=C1)C)C1=CC(=NC=C1C(=O)O)C 4-(6-methoxy-1-methyl-1H-indazol-5-yl)-6-methylnicotinic acid